Cα-methyl-lysine C[C@](N)(CCCCN)C(=O)O